(R)-4-ethyl-3-(4-hydroxybenzo[b]thiophen-5-yl)-6-((1-methylpiperidin-3-yl)amino)-1,2,4-triazine-5(4H)-one C(C)N1C(=NN=C(C1=O)N[C@H]1CN(CCC1)C)C1=C(C2=C(SC=C2)C=C1)O